N-isopropyl-6-(((3-(5-(methoxymethyl)isoxazol-3-yl)-[1,2,4]triazolo[3,4-a]phthalazin-6-yl)oxy)methyl)nicotinamide C(C)(C)NC(C1=CN=C(C=C1)COC1=NN2C(C3=CC=CC=C13)=NN=C2C2=NOC(=C2)COC)=O